ClC=1C=C(NC=2C3=C(N=CN2)C=CC(=N3)N3[C@@H]2CN([C@H](C3)CC2)C(=O)OC(C)(C)C)C=CC1OC(F)F tert-butyl (1S,4S)-5-[4-[3-chloro-4-(difluoromethoxy)anilino]pyrido[3,2-d]pyrimidin-6-yl]-2,5-diazabicyclo[2.2.2]octane-2-carboxylate